COCCN1N=NC(=C1)C(=O)O 1-(2-methoxyethyl)-1H-1,2,3-triazole-4-carboxylic acid